C(=C\C)/C1=C(C=CC=C1)O 2-[(E)-Prop-1-enyl]phenol